4-(((8-methyl-4-oxo-3,4-dihydroquinazolin-2-yl)methyl)thio)cyclohexane-1-carboxylic acid CC=1C=CC=C2C(NC(=NC12)CSC1CCC(CC1)C(=O)O)=O